ClN1C(=C(C2=NC(=CC=C21)OC)C=2C=NNC2)C2=NC(=NN2)Cl chloro-2-(3-chloro-1H-1,2,4-triazol-5-yl)-5-methoxy-3-(1H-pyrazol-4-yl)-1H-pyrrolo[3,2-b]pyridine